COC1=C(C=CC=C1)C(CN1C(N(C(C2=C1SC(=C2C)C=2OC=CN2)=O)C2CN(C2)C(=O)C2=NC=CC=C2)=O)OC2CCOCC2 1-(2-(2-methoxyphenyl)-2-((tetrahydro-2H-pyran-4-yl)oxy)ethyl)-5-methyl-6-(oxazol-2-yl)-3-(1-pyridineformylazetidin-3-yl)thieno[2,3-d]pyrimidine-2,4(1H,3H)-dione